C(C\C=C/CCC\C=C/CCC)O (Z,Z)-3,8-dodecadien-1-ol